(R)-tert-Butyl 3-((2-chloro-7-((2-(trimethylsilyl)ethoxy)methyl)-7H-pyrrolo[2,3-d]pyrimidin-4-yl)amino)piperidine-1-carboxylate ClC=1N=C(C2=C(N1)N(C=C2)COCC[Si](C)(C)C)N[C@H]2CN(CCC2)C(=O)OC(C)(C)C